ClC1=CC(=NC(=N1)N1CCCC1)NCC=1N=C2N(C=C(C=C2)C2CC2)C1 6-chloro-N-((6-cyclopropylimidazo[1,2-a]pyridin-2-yl)methyl)-2-(pyrrolidin-1-yl)pyrimidin-4-amine